methyl-3-(4-chlorophenyl)-3-oxopropanoate COC(CC(=O)C1=CC=C(C=C1)Cl)=O